2,2'-dimethyl-[1,1-biphenyl] CC1=C(C=CC=C1)C1=C(C=CC=C1)C